CC=1OC2=C(C(C1)=O)C=CC=C2[N+](=O)[O-] 2-methyl-8-nitro-4H-benzopyran-4-one